C(C)(=O)N1CCOC2(CN(C2)C(=O)[C@@H]2CC[C@H]3N2C([C@H](CCC3)NC(OC(C)(C)C)=O)=O)C1 tert-butyl ((3S,6S,9aS)-3-(8-acetyl-5-oxa-2,8-diazaspiro[3.5]nonane-2-carbonyl)-5-oxooctahydro-1H-pyrrolo[1,2-a]azepin-6-yl)carbamate